3-(4-(2'-(2,6-difluoro-3,5-dimethoxyphenyl)-3'-oxo-2',3'-dihydro-1'H-spiro[cyclopropane-1,4'-[2,7]naphthyridin]-6'-yl)-3-methyl-1H-pyrazol-1-yl)propionitrile FC1=C(C(=C(C=C1OC)OC)F)N1CC2=CN=C(C=C2C2(C1=O)CC2)C=2C(=NN(C2)CCC#N)C